COC(C1=CN=C(C=C1)C1=CC=C(C=C1)C(=O)OC)=O 6-(4-Methoxycarbonylphenyl)nicotinic acid methyl ester